ClC1=CC=C(C=N1)C(C#N)=C(SC)SC 2-(6-chloropyridin-3-yl)-3,3-bis(methylthio)acrylonitrile